5'-(benzene-1,3,5-triyltri(methylene))tris(oxy)tris(N1,N3-bis(6-butyramidopyridin-2-yl)isophthalamide) C1(=CC(=CC(=C1)COC1=C(C(=O)NC2=NC(=CC=C2)NC(CCC)=O)C=CC=C1C(=O)NC1=NC(=CC=C1)NC(CCC)=O)COC1=C(C(=O)NC2=NC(=CC=C2)NC(CCC)=O)C=CC=C1C(=O)NC1=NC(=CC=C1)NC(CCC)=O)COC1=C(C(=O)NC2=NC(=CC=C2)NC(CCC)=O)C=CC=C1C(=O)NC1=NC(=CC=C1)NC(CCC)=O